dodecyldiisopropyl-(3-triethoxysilylpropyl)ammonium chloride [Cl-].C(CCCCCCCCCCC)[N+](CCC[Si](OCC)(OCC)OCC)(C(C)C)C(C)C